hydroxyethyl-hexahydros-triazine OCCN1CNCNC1